1-Chloro-1,1,3,3,5,5,7,7,7-nonamethyl-tetrasiloxan Cl[Si](O[Si](O[Si](O[Si](C)(C)C)(C)C)(C)C)(C)C